FC(C=1C=NC=CC1CCC(=O)O)(F)F 3-(trifluoromethyl)-4-pyridinepropanoic acid